N2-(1-methyl-1H-pyrazol-4-yl)-5-(thiazol-5-yl)pyrimidine-2,4-diamine CN1N=CC(=C1)NC1=NC=C(C(=N1)N)C1=CN=CS1